3-(5-(((1R*,2S*)-2-hydroxycyclohexyl)oxy)-1-oxoisoindolin-2-yl)piperidine-2,6-dione O[C@@H]1[C@@H](CCCC1)OC=1C=C2CN(C(C2=CC1)=O)C1C(NC(CC1)=O)=O |o1:1,2|